2-(2,6-dioxopiperidin-3-yl)-4-(((1-(9-hydroxynonyl)-1H-1,2,3-triazol-4-yl)methyl)amino)isoindoline-1,3-dione O=C1NC(CCC1N1C(C2=CC=CC(=C2C1=O)NCC=1N=NN(C1)CCCCCCCCCO)=O)=O